2-[2-fluoro-5-(trifluoro-methoxy)phenyl]-4-[[5-(4-hydroxy-1-piperidyl)-2-pyridyl]amino]-6H-1,6-naphthyridin-5-one FC1=C(C=C(C=C1)OC(F)(F)F)C1=NC=2C=CNC(C2C(=C1)NC1=NC=C(C=C1)N1CCC(CC1)O)=O